Br.NNC(=O)N semicarbazide hydrobromide